di-acetic acid di-hydrochloride Cl.Cl.C(C)(=O)O.C(C)(=O)O